NC1=C(OC2=CC=C(C=C2)C2(C3=CC=CC=C3C=3C=CC=CC23)C2=CC=C(C=C2)OC2=C(C=C(C=C2)CCC)N)C=CC(=C1)CCC 9,9-bis[4-(2-amino-4-n-propylphenoxy)phenyl]fluorene